COC1=CC=CC=C1C 6-methoxytoluene